NC1=C2C(=NC=N1)N(N=C2C=2NC1=CC(=CC=C1C2Cl)C(=O)NC)C(C)C 2-(4-amino-1-isopropyl-pyrazolo[3,4-d]pyrimidin-3-yl)-3-chloro-N-methyl-1H-indole-6-carboxamide